FC=1C(=NC=CC1)C=1NC2=CC=C(C=C2C1C)C#N 2-(3-fluoropyridin-2-yl)-3-methyl-1H-indole-5-carbonitrile